rac-4-(5-chloro-4-(ethylsulfinyl)-2-methoxyphenyl)-N-(5-methoxy-1,3,4-thiadiazol-2-yl)-6-methylnicotinamide ClC=1C(=CC(=C(C1)C1=CC(=NC=C1C(=O)NC=1SC(=NN1)OC)C)OC)[S@](=O)CC |r|